COC1=C2C=CN(C2=CC(=C1)OC)C(C(C)(C)C)=O 1-(4,6-Dimethoxy-1H-indol-1-yl)-2,2-dimethylpropan-1-one